C(C)(C)(C)OC(=O)N1C[C@@H](CC1)C(C(=O)OC(C)(C)C)CC1=CC(=CC=C1)Br (3S)-3-[3-(3-bromophenyl)-1-(tert-butoxy)-1-oxopropan-2-yl]pyrrolidine-1-carboxylic acid tert-butyl ester